NC1=CC=C(C=C1)C1=C(C2=C(N(C(N(C2=O)C2=CC=C(C=N2)N(S(=O)(=O)C)C)=O)CC2=C(C=CC=C2F)F)S1)CN(C)C N-(6-(6-(4-aminophenyl)-1-(2,6-difluorobenzyl)-5-((dimethylamino)methyl)-2,4-dioxo-1,2-dihydrothieno[2,3-d]pyrimidin-3(4H)-yl)pyridin-3-yl)-N-methylmethanesulfonamide